FC(C(=O)O)(F)F.C1(CC12CCNCC2)C#N 6-aza-spiro[2.5]octane-1-carbonitrile trifluoroacetate